C(C)(C)(C)OC(=O)N1CC(C1)C1=CC=C(C=C1)S(=O)(=O)C1=CC=CC=C1 3-[4-(benzenesulfonyl)phenyl]azetidine-1-carboxylic acid tert-butyl ester